CSC=1N=NC2=C(N1)CCC2 3-methylsulfanyl-6,7-dihydro-5H-cyclopenta[1,2,4]triazine